C(C)(=O)C=1C(C(OC1C)C)=O 4-acetyl-2,5-dimethyl-3(2H)-furanone